2-(4-(2,6-dioxopiperidin-3-yl)-6-fluoro-1,3-dioxoisoindolin-5-yl)piperazine O=C1NC(CCC1C1=C2C(NC(C2=CC(=C1C1NCCNC1)F)=O)=O)=O